(E)-N-(2-(dimethylamino)ethyl)-2-(3-(3-methoxy-4-(prop-2-yn-1-yloxy)phenyl)acrylamido)benzamide CN(CCNC(C1=C(C=CC=C1)NC(\C=C\C1=CC(=C(C=C1)OCC#C)OC)=O)=O)C